2-(2-methylsulfonylethyl)-6-[[6-(trifluoromethyl)pyridine-2-carbonyl]amino]imidazo[1,2-a]pyridine-7-carboxylic acid CS(=O)(=O)CCC=1N=C2N(C=C(C(=C2)C(=O)O)NC(=O)C2=NC(=CC=C2)C(F)(F)F)C1